BrC=1C=2N(C=C(C1)F)C=C(N2)Cl 8-bromo-2-chloro-6-fluoroimidazo[1,2-a]pyridine